C1(CC1)S(=O)(=O)N1N=CC(=C1)C1=NC=CC(=C1)NC=1N=CC2=CC=CC(=C2C1)C(C)C 3-((2-(1-(cyclopropylsulfonyl)-1H-pyrazol-4-yl)pyridin-4-yl)amino)-5-isopropylisoquinoline